C(C(O)CO)C(C(=O)[O-])C(O)(C(=O)[O-])CC(=O)[O-] Glycerylcitrat